tert-Butyl 3-(4-chloro-3-cyclopropylphenoxy)azetidine-1-carboxylate ClC1=C(C=C(OC2CN(C2)C(=O)OC(C)(C)C)C=C1)C1CC1